N-(4-(4-amino-5-bromopyrrolo[2,1-f][1,2,4]triazin-6-yl)phenyl)methacrylamide tert-butyl-(4-chloro-2-(((1-methylcyclopropyl)amino)methyl)-phenyl)carbamate C(C)(C)(C)N(C(O)=O)C1=C(C=C(C=C1)Cl)CNC1(CC1)C.NC1=NC=NN2C1=C(C(=C2)C2=CC=C(C=C2)NC(C(=C)C)=O)Br